CN(C(=O)NC1CCC(CC1)OC1=C2C=CC=NC2=CC(=N1)N1CCOCC1)C 1,1-Dimethyl-3-((1s,4s)-4-((7-morpholino-1,6-naphthyridin-5-yl)oxy)cyclohexyl)urea